vinyl fluorosulfite S(=O)(OC=C)F